2-(2,5-dimethoxy-4-((2,2,2-trifluoroethyl)thio)phenyl)ethan-1-amine COC1=C(C=C(C(=C1)SCC(F)(F)F)OC)CCN